O1N=CC=C1C1=C(C=CC=C1)O 2-(5-isoxazolyl)-phenol